9'-((2-Chloro-4-phenoxyphenyl)(hydroxy)methyl)-3-hydroxy-4',7'-dihydrospiro[cyclopentane-1,2'-Pyrrolo[3',2':5,6]pyrido[3,4-b]pyrazine]-3'(1'H)-one ClC1=C(C=CC(=C1)OC1=CC=CC=C1)C(C1=CNC2=C1C1=C(NC(C3(N1)CC(CC3)O)=O)C=N2)O